5-fluoro-2-methyl-3-oxo-4H-quinoxaline-6-carbaldehyde FC1=C2NC(C(=NC2=CC=C1C=O)C)=O